C(C)(C)(C)P(C1=C(C=CC=C1)C1=C(C=C(C=C1C(C)C)C(C)C)C(C)C)C(C)(C)C di-tert-butyl(2',4',6'-triisopropyl-[1,1'-biphenyl]-2-yl)phosphine